ClC=1C=C(C=C(C1)F)N1CCC=2C=C(N=CC2C1C)C(=O)O 7-(3-chloro-5-fluorophenyl)-8-methyl-5,6,7,8-tetrahydro-2,7-naphthyridine-3-carboxylic acid